C(CCC)N(C=1N=C(C2=C(N1)OC1=C(C=CC(=C1)N(CC)CC)C21OC(C2=CC=CC=C12)=O)C)CCCC 2-Di-n-butylamino-8-diethylamino-4-methyl-spiro[5H-[1]benzopyrano[2,3-d]pyrimidine-5,1'(3'H)-isobenzofuran]-3'-one